[4-[(3-Nitrophenyl)methoxy]phenyl]methanol [N+](=O)([O-])C=1C=C(C=CC1)COC1=CC=C(C=C1)CO